6-methoxy-2-(4-((tetrahydrofuran-3-yl)oxy)phenyl)-4H-chromen-4-one COC=1C=C2C(C=C(OC2=CC1)C1=CC=C(C=C1)OC1COCC1)=O